6-[[3-[(3S)-5,5-dimethyl-1-(2,2,2-trifluoroacetyl)pyrrolidin-3-yl]-1-pyrimidin-5-yl-propyl]amino]pyridine-2-sulfonamide CC1(C[C@@H](CN1C(C(F)(F)F)=O)CCC(C=1C=NC=NC1)NC1=CC=CC(=N1)S(=O)(=O)N)C